C(=O)(OC(C)(C)C)N1C(CCCC1)C(CO)C=1C=C(C=CC1)C N-Boc-2-(piperidin-2-yl)-2-(m-tolyl)ethanol